C1=CC=C(C2=CC=C3C=C4C=CC=CC4=CC3=C12)[I+]C1=CC=CC2=C3C=C4C=CC=CC4=CC3=CC=C12 bis-4-tetraphenyliodonium